FC1=C(OCC(=O)NCCCCCCNC2=C3C(N(C(C3=CC=C2)=O)C2C(NC(CC2)=O)=O)=O)C(=CC=C1F)C=1N=C(SC1)N1CCOCC1 2-(2,3-difluoro-6-(2-morpholinothiazol-4-yl)phenoxy)-N-(6-((2-(2,6-dioxopiperidin-3-yl)-1,3-dioxoisoindolin-4-yl)amino)hexyl)acetamide